3-[(4-fluorophenyl)methyl]-N-(1-methylcyclopropyl)-1-(5-methyl-1,3,4-thiadiazol-2-yl)indole-6-sulfonamide FC1=CC=C(C=C1)CC1=CN(C2=CC(=CC=C12)S(=O)(=O)NC1(CC1)C)C=1SC(=NN1)C